5-norbornene-2-carboxylic acid (2'-ethoxyethyl) ester C(C)OCCOC(=O)C1C2C=CC(C1)C2